(1R,2R,3R,4S)-N-(2-chloro-[1,1'-biphenyl]-4-yl)-3-(1-methyl-3-(trifluoromethyl)-1H-pyrazol-5-yl)-7-oxabicyclo[2.2.1]heptane-2-carboxamide ClC1=C(C=CC(=C1)NC(=O)[C@H]1[C@H]2CC[C@@H]([C@H]1C1=CC(=NN1C)C(F)(F)F)O2)C2=CC=CC=C2